C(C(=C)C)(=O)OC12CCCCCC(CCC1)CCC2 bicyclo[5.3.3]tridecanyl methacrylate